(3s)-3-(4-chlorophenyl)-3-[(1R)-1-(4-chlorophenyl)-7-fluoro-5-[1-hydroxy-1-(oxan-4-yl)ethyl]-1-methoxy-3-oxo-2,3-dihydro-1H-isoindol-2-yl]propanoic acid ClC1=CC=C(C=C1)[C@H](CC(=O)O)N1[C@@](C2=C(C=C(C=C2C1=O)C(C)(C1CCOCC1)O)F)(OC)C1=CC=C(C=C1)Cl